ClC1=NC=CC(=C1C(F)(F)F)Cl 2,4-dichloro-3-(trifluoromethyl)pyridine